nitrophenoxydicarbazolyl-sym-triazine [N+](=O)([O-])C1=C(C=2NC3=CC=CC=C3C2C=C1)C1=NC(=NC(=N1)C1=CC=CC=2C3=CC=CC=C3NC12)OC1=CC=CC=C1